(5-Amino-1-(1H-benzo[d][1,2,3]triazol-5-yl)-1H-pyrazol-4-yl)(1-(phenylsulfonyl)-1H-indol-2-yl)methanone NC1=C(C=NN1C1=CC2=C(NN=N2)C=C1)C(=O)C=1N(C2=CC=CC=C2C1)S(=O)(=O)C1=CC=CC=C1